C(CC)NC(C)=O N-propyl-acetamide